N=1C=CN2C1C=CC(=C2)C=O imidazo[1,2-a]pyridin-6-yl-methanone